2-amino-3-(toluidino)benzonitrile NC1=C(C#N)C=CC=C1NC1=CC=C(C=C1)C